O1C=2N(CC1)N=CC2 2,3-dihydropyrazolo[5,1-b]oxazole